C(C1=CC=CC=C1)OC(=O)NC1CCC2=C(C(=C(S2)C(=O)OCC)Br)C1 ethyl 5-(benzyloxycarbonylamino)-3-bromo-4,5,6,7-tetrahydrobenzothiophene-2-carboxylate